NC1=CC(=C(CNC(=O)C2=CC=C(C=C2)N2CCN(CC2)C(=O)OC(C)(C)C)C=C1)F tert-Butyl 4-(4-((4-amino-2-fluorobenzyl)carbamoyl)phenyl)piperazine-1-carboxylate